C1(CC1)CN1C(N(C(C2=CC(=CC=C12)S(=O)(=O)NC1(CC1)C)=O)[C@H]1CNCC1)=O (R)-1-(cyclopropyl-methyl)-N-(1-methylcyclopropyl)-2,4-dioxo-3-(pyrrolidin-3-yl)-1,2,3,4-tetrahydroquinazoline-6-sulfonamide